[Si](C)(C)(C(C)(C)C)OCCOC1=CC(=NC=C1)C=1N=C(C2=C(N1)CCC2)N([C@H]2C(N(CCC2)C2=CC(=CC=C2)F)=O)C (3R)-3-[[2-(4-[2-[(tert-butyldimethylsilyl)oxy]ethoxy]pyridin-2-yl)-5H,6H,7H-cyclopenta[d]pyrimidin-4-yl](methyl)amino]-1-(3-fluorophenyl)piperidin-2-one